N-(5-(3-(9H-purin-6-yl)pyridin-2-ylamino)-2-fluorophenyl)-4-fluoro-3-(trifluoromethoxy)benzamide N1=CN=C2NC=NC2=C1C=1C(=NC=CC1)NC=1C=CC(=C(C1)NC(C1=CC(=C(C=C1)F)OC(F)(F)F)=O)F